BrC=1C=CC(=NC1)C(CC1=NN(C=C1)C(F)F)N1N=CC(=C1)C1=CC(=C(C(=O)OC(C)(C)C)C=C1)F tert-Butyl 4-(1-(1-(5-bromopyridin-2-yl)-2-(1-(difluoromethyl)-1H-pyrazol-3-yl)ethyl)-1H-pyrazol-4-yl)-2-fluorobenzoate